N-[(3S)-6-fluoro-8-methyl-4-oxo-3,5-dihydro-2H-1,5-benzoxazepin-3-yl]-5-isopropyl-6,7-dihydro-5H-pyrrolo[1,2-b][1,2,4]triazole-2-carboxamide FC1=CC(=CC2=C1NC([C@H](CO2)NC(=O)C=2N=C1N(N2)C(CC1)C(C)C)=O)C